CC1NCC(CC1)C 2,5-dimethylpiperidine